ethyl 2-chloro-4,4-difluoro-3-oxobutanoate ClC(C(=O)OCC)C(C(F)F)=O